trans-1-phenyl-1,3-butadiene C1(=CC=CC=C1)\C=C\C=C